N-(3-(3-chloro-5-(3-(trifluoromethoxy)azetidin-1-yl)phenyl)-1-methyl-1H-pyrrolo[2,3-c]pyridin-5-yl)acetamide ClC=1C=C(C=C(C1)N1CC(C1)OC(F)(F)F)C1=CN(C2=CN=C(C=C21)NC(C)=O)C